(gamma-glycidoxypropyl)(ethyl)diethoxysilane C(C1CO1)OCCC[Si](OCC)(OCC)CC